1,2-epoxy-4-methoxycarbonylcyclohexane COC(=O)C1CC2C(CC1)O2